C1(=CC=CC=C1)C(C(=O)N1[C@H]([C@@H]2CC[C@H](C1)N2C(C(C2=CC=CC=C2)C2=CC=CC=C2)=O)C(=O)O)C2=CC=CC=C2 (1S,2R,5R)-3,8-bis(2,2-diphenyl-acetyl)-3,8-diazabicyclo[3.2.1]octane-2-carboxylic acid